C12C(CC(CC1)O2)C2=NC(=CC(=N2)Cl)C 2-(7-oxabicyclo[2.2.1]hept-2-yl)-4-chloro-6-methylpyrimidine